CS(=O)(=O)CC1=CC=C(C=C1)NC=1N=CC2=C(N1)C(NCC2)C N-[4-(methanesulfonylmethyl)phenyl]-8-methyl-5H,6H,7H,8H-pyrido[3,4-d]pyrimidin-2-amine